N-methyl-3-(4,4,5,5-tetramethyl-1,3,2-dioxaborolan-2-yl)benzamide CNC(C1=CC(=CC=C1)B1OC(C(O1)(C)C)(C)C)=O